6-Chloro-4-methyl-1-(1-(4-(trifluoromethoxy)benzyl)piperidin-4-yl)-1,4-dihydroquinoxaline ClC=1C=C2N(C=CN(C2=CC1)C1CCN(CC1)CC1=CC=C(C=C1)OC(F)(F)F)C